1-(3-(3-(1H-imidazol-1-yl)quinoxaline-6-carbonyl)-2-fluorophenyl)-3-(4-chloro-3-(trifluoromethyl)phenyl)urea N1(C=NC=C1)C=1C=NC2=CC=C(C=C2N1)C(=O)C=1C(=C(C=CC1)NC(=O)NC1=CC(=C(C=C1)Cl)C(F)(F)F)F